hexadienyldibutyltin C(=CC=CCC)[Sn](CCCC)CCCC